C(#N)C=1C=C(OC2=C(C=3[C@@H](C(C(C3C=C2)(F)F)(F)F)O)C#N)C=C(C1)F (S)-5-(3-cyano-5-fluorophenoxy)-1,1,2,2-tetrafluoro-3-hydroxy-2,3-dihydro-1H-indene-4-carbonitrile